ClC1=C(C=CC=C1)[C@H]1NCC2=NN=C(N2C=2SC=3C[C@H](CC3C12)C(=O)N(CCC)CCC)C (9S,13S)-9-(2-chlorophenyl)-3-methyl-N,N-dipropyl-16-thia-2,4,5,8-tetraazatetracyclo[8.6.0.02,6.011,15]Hexadeca-1(10),3,5,11(15)-tetraene-13-carboxamide